ClC1=CC(=C(C=C1)N1C(C(=C(C=C1C)C1=CC(=C(C=C1)Cl)Cl)C(=O)OC)=O)F methyl 1-(4-chloro-2-fluoro-phenyl)-4-(3,4-dichlorophenyl)-6-methyl-2-oxo-pyridine-3-carboxylate